5-(2-chloro-4-fluoro-phenyl)-isoxazole-3-carboxylic acid ClC1=C(C=CC(=C1)F)C1=CC(=NO1)C(=O)O